[Na+].C([O-])([O-])=O.O=C(O)CN(C)C(N)=N.[Na+] Creatine carbonate sodium salt